COC(C1=C(C=C(C=C1)N1C=C(C=C1)NC(=O)OC(C)(C)C)[N+](=O)[O-])=O (S)-4-(3-((tert-Butoxycarbonyl)amino)pyrrol-1-yl)-2-nitrobenzoic acid methyl ester